(2R)-2-[[(2R)-2-amino-3-phenyl-propionyl]amino]-4-methyl-pentanoamide citrate C(CC(O)(C(=O)O)CC(=O)O)(=O)O.N[C@@H](C(=O)N[C@@H](C(=O)N)CC(C)C)CC1=CC=CC=C1